4-Bromo-6-methylquinolin-3-amine BrC1=C(C=NC2=CC=C(C=C12)C)N